Cl.N1CC(C1)C(=O)OCC=O 2-oxoethyl azetidine-3-carboxylate hydrochloride